ClC1=C(C=C(C=C1)Cl)COC1CN(C1)C(=O)N1C[C@@H]2[C@@H](OCC(N2)=O)CC1 (4aR,8aS)-6-[3-[(2,5-Dichlorophenyl)methoxy]azetidine-1-carbonyl]-4,4a,5,7,8,8a-hexahydropyrido[4,3-b][1,4]oxazin-3-one